5-phenyl-1-pentyne C1(=CC=CC=C1)CCCC#C